methyl 2-[(3S)-1-[(2R)-2-[4-(2-chlorophenyl)-2-oxo-chromen-7-yl]oxypropanoyl]-3-piperidyl]acetate ClC1=C(C=CC=C1)C1=CC(OC2=CC(=CC=C12)O[C@@H](C(=O)N1C[C@@H](CCC1)CC(=O)OC)C)=O